FC1(CCC(CC1)C1=NC=CC(=C1NC(=O)C1=CN=NC(=C1)OC(C)C)C1=C(C=CC(=C1)F)F)F N-(2-(4,4-difluorocyclohexyl)-4-(2,5-difluorophenyl)pyridin-3-yl)-6-isopropoxypyridazine-4-carboxamide